O=C1NC(CCC1NC(=O)C1CCC1)=O N-(2,6-dioxo-3-piperidyl)-cyclobutanecarboxamide